tert-butyl N-[3-(4-amino-3-methoxy-pyrazol-1-yl)propoxy]-N-methyl-carbamate NC=1C(=NN(C1)CCCON(C(OC(C)(C)C)=O)C)OC